5-fluoro-4-(2-methyl-7-trifluoromethyl-2H-indazol-5-yl)pyrimidin-2-amine FC=1C(=NC(=NC1)N)C1=CC2=CN(N=C2C(=C1)C(F)(F)F)C